(S)-isopropyl 2-(((R)-(((2R,3S,4R,5R)-5-(4-aminopyrrolo[2,1-f][1,2,4]triazin-7-yl)-5-cyano-3,4-dihydroxytetrahydrofuran-2-yl)methoxy)(phenoxy)phosphoryl)amino)propanoate NC1=NC=NN2C1=CC=C2[C@]2([C@@H]([C@@H]([C@H](O2)CO[P@@](=O)(OC2=CC=CC=C2)N[C@H](C(=O)OC(C)C)C)O)O)C#N